FC([C@@H]1C[C@@H](C(N1C=1N=C2N(CCOC3=C2C=CC(=C3)N[C@H](C(=O)N)C)C1)=C=O)OC)F (S)-2-((2-((3S,5S)-5-(difluoromethyl)-3-methoxy-2-carbonylpyrrolidin-1-yl)-5,6-dihydrobenzo[f]imidazo[1,2-d][1,4]oxazepin-9-yl)amino)propanamide